2-((3-(tert-butoxy)-3-oxopropyl)(nonyl)amino)ethyl heptanoate C(CCCCCC)(=O)OCCN(CCCCCCCCC)CCC(=O)OC(C)(C)C